C(C)(C)NC(O[C@H]1C[C@H](CC1)C=1NN=C(C1)NC(=O)C=1N(N=C(C1)C1=C(C(=CC=C1)C=O)O)C)=O (1R,3S)-3-{5-[5-(3-formyl-2-hydroxyphenyl)-2-methylpyrazole-3-amido]-2H-pyrazol-3-yl}cyclopentyl N-isopropylcarbamate